5-(2-chlorophenoxy)-3-((4-(methylsulfonyl)benzyl)amino)-4H-benzo[e][1,2,4]thiadiazine 1,1-dioxide ClC1=C(OC2=CC=CC3=C2NC(=NS3(=O)=O)NCC3=CC=C(C=C3)S(=O)(=O)C)C=CC=C1